3-(4-methoxyphenyl)-6-(3,4,5-trimethoxyphenyl)-1H-pyrazolo[3,4-b]pyridine-4-carboxylic acid COC1=CC=C(C=C1)C1=NNC=2N=C(C=C(C21)C(=O)O)C2=CC(=C(C(=C2)OC)OC)OC